methyl 2-{[8-(1-methyl-1H-pyrazol-4-yl)-3-oxo-1H,2H,3H-benzo[e]isoindol-2-yl]methyl}prop-2-enoate CN1N=CC(=C1)C=1C=CC2=C(C=3CN(C(C3C=C2)=O)CC(C(=O)OC)=C)C1